NC(C(=O)O)(CCCCB(O)O)CCCN1CC2=CC=CC(=C2CC1)Cl 2-amino-6-borono-2-(3-(5-chloro-3,4-dihydro-isoquinolin-2(1H)-yl)propyl)hexanoic acid